2-[(4-{3-[(2,4-difluorophenyl)methoxy]-1H-pyrazol-1-yl}piperidin-1-yl)methyl]-1-[(1-ethyl-1H-imidazol-5-yl)methyl]-1H-benzimidazole-6-carboxylic acid FC1=C(C=CC(=C1)F)COC1=NN(C=C1)C1CCN(CC1)CC1=NC2=C(N1CC1=CN=CN1CC)C=C(C=C2)C(=O)O